CC(CO)(CCCCCCCC(C)(O)C)C 2,2,10-trimethyl-undecane-1,10-diol